CN1N(CC(=C1C)NC)C1=CC=CC=C1 1,5-dimethyl-4-(methylamino)-2-phenyl-1,2-dihydro-3H-pyrazol